Racemic-17-amino-12-methyl-6,15-bis(trifluoromethyl)-19-oxa-3,4,13,18-tetrazatricyclo[12.3.1.12,5]nonadeca-1(18),2,4,14,16-pentaen-6-ol NC1=CC(=C2NC(CCCCCC(C3=NN=C(C1=N2)O3)(O)C(F)(F)F)C)C(F)(F)F